3-[[1-[6-[3-(difluoromethoxy)-5-methyl-pyrazol-1-yl]-5-(difluoromethyl)-2-pyridyl]-6-methoxy-benzimidazol-5-yl]amino]-N,N,6-trimethyl-pyridazine-4-carboxamide FC(OC1=NN(C(=C1)C)C1=C(C=CC(=N1)N1C=NC2=C1C=C(C(=C2)NC=2N=NC(=CC2C(=O)N(C)C)C)OC)C(F)F)F